1-bromo-2,6-naphthyridine BrC1=NC=CC2=CN=CC=C12